NCCC[C@@H](C=1OC(=CN1)C1=CC=CC=C1)NC(=O)C1=CC2=CC=C(C=C2C=C1)N(C)C N-[(1S)-4-Amino-1-(5-phenyl-1,3-oxazol-2-yl)butyl]-6-(dimethylamino)naphthalene-2-carboxamide